CC=1CCC(C(C1)C=1C(=C(C(=CC1O)CCCCC)C1OC1)O)C(=C)C 5'-methyl-3-(oxiran-2-yl)-4-pentyl-2'-(prop-1-en-2-yl)-1',2',3',4'-tetra-hydro-[1,1'-biphenyl]-2,6-diol